C[C@H]1N([C@H](CNC1)C)C(=O)OC(C)(C)C tert-Butyl (2R,6S)-2,6-dimethylpiperazine-1-carboxylate